2-benzyl-2-azaspiro[3.3]heptan-6-yl (2R,6S)-2,6-dimethyl-4-[5-(oxetan-3-yloxy)pyrimidin-2-yl]piperazine-1-carboxylate C[C@H]1N([C@H](CN(C1)C1=NC=C(C=N1)OC1COC1)C)C(=O)OC1CC2(CN(C2)CC2=CC=CC=C2)C1